N1C(=NC=C1)CC(=O)N([C@H](C(=O)N[C@H]1CCC=2C=CC=C3C[C@H](N(C23)C1=O)C(=O)O)[C@H](CC)C)C (2S,5S)-5-{(2S,3S)-2-[(2-1H-Imidazol-2-yl-acetyl)-methyl-amino]-3-methyl-pentanoylamino}-4-oxo-1,2,4,5,6,7-hexahydro-azepino[3,2,1-hi]indole-2-carboxylic acid